CN(CCOC=1C=CC(=C(C(=O)NC2(CC2)C2=CC(=CC=C2)OC)C1)C)C 5-(2-(Dimethylamino)ethoxy)-N-(1-(3-methoxyphenyl)cyclopropyl)-2-methylbenzamide